C(C)OC(=O)C=1N=C(OC1C1=C(C=CC=C1)[N+](=O)[O-])C1=CC2=CC=CC=C2C=C1 2-(naphthalen-2-yl)-5-(2-nitrophenyl)Oxazole-4-carboxylic acid ethyl ester